BrC1=CC(=C2C(N(C(C2=C1)=NOCC)CC1=CC=C(C=C1)OC)C1=C(C=CC(=C1)F)Cl)NC(C1=CC(=CC(=C1)C(F)(F)F)F)=O N-(6-bromo-3-(2-chloro-5-fluorophenyl)-1-(ethoxyimino)-2-(4-methoxybenzyl)isoindolin-4-yl)-3-fluoro-5-(trifluoromethyl)benzamide